iodonium 3',6'-Dimethoxybiphenyl COC=1C=C(C(=CC1)OC)C1=CC=CC=C1.[IH2+]